NC1=CC(=C(C(=O)NCCC[C@@H](C(=O)OC)NC(C2=CC=C(C=C2)NCC=2C(=C3C(=NC(=NC3=CC2)N)N)Cl)=O)C=C1)C1=NN=NN1 Methyl (S)-5-(4-amino-2-(1H-tetrazol-5-yl)benzamido)-2-(4-(((2,4-diamino-5-chloroquinazolin-6-yl)methyl)amino)benzamido)pentanoate